N-(4-(2,4-dihydroxyphenyl)thiazol-2-yl)-3-hydroxypropanamide OC1=C(C=CC(=C1)O)C=1N=C(SC1)NC(CCO)=O